FCC(NCCC[C@@H](C(=O)NCC1=CC=C(C=C1)F)NC(=O)C1=CC2=CC=CC(=C2C=C1OC)OC)=N (S)-N-(5-(2-Fluoroacetimidamido)-1-((4-fluorobenzyl)amino)-1-oxopentan-2-yl)-3,5-dimethoxy-2-naphthamide